1-(4-aminophenyl)piperidine-4-carboxamide NC1=CC=C(C=C1)N1CCC(CC1)C(=O)N